copper prolinate N1[C@@H](CCC1)C(=O)[O-].[Cu+2].N1[C@@H](CCC1)C(=O)[O-]